(E)-4-(4-fluorophenyl)but-3-ene FC1=CC=C(C=C1)/C=C/CC